C(C1=CC=CC=C1)OC=1C(=CC(=C(C1)NC(OCC=C)=O)C(=O)N1CCC(=C[C@H]1CO[Si](C)(C)C(C)(C)C)C1=CC=C(C=C1)OC)OC Allyl (S)-(5-(benzyloxy)-2-(6-(((tert-butyldimethylsilyl)oxy)-methyl)-4-(4-methoxyphenyl)-1,2,3,6-tetrahydropyridine-1-carbonyl)-4-methoxyphenyl)carbamate